(2r,4s)-2-[2-(o-tolyl)-7-azaspiro[3.5]Nonane-7-carbonyl]-5-azaspiro[3.4]Octane-6-one C1(=C(C=CC=C1)C1CC2(C1)CCN(CC2)C(=O)C2CC1(C2)NC(CC1)=O)C